2,6-dibenzyloxy-3-(3-bromo-5-fluorophenyl)pyridine C(C1=CC=CC=C1)OC1=NC(=CC=C1C1=CC(=CC(=C1)F)Br)OCC1=CC=CC=C1